CN1CCN(CC1)C1=NSC(=N1)NC(OC(C)(C)C)=O tert-butyl (3-(4-methylpiperazin-1-yl)-1,2,4-thiadiazol-5-yl)carbamate